CO[Si](C(C)C1=C(C(=C(C(=C1[SiH](C)C)[SiH](C)C)CC[SiH2]C(NCCC[Si](C)(OC)OC)NCCC[Si](OC)(OC)C)C(C)[Si](OC)(OC)OC)[SiH](C)C)(OC)OC 1-trimethoxysilylethyldimethylsilyl-1-Trimethoxysilylethyldimethylsilyl-3-bis(methyldimethoxysilylpropylamino)methylsilylethyldimethylsilylbenzene